ClC1=C(C=C(C=C1)NC(NC1CCC=2NC=3C=CC=C(C3C2C1)C(=O)NC1COCC1)=O)C(F)(F)F 3-(3-(4-chloro-3-trifluoromethylphenyl)ureido)-N-(tetrahydrofuran-3-yl)-2,3,4,9-tetrahydro-1H-carbazole-5-carboxamide